Cl.FC1=CC2=C(O[C@]3(CN[C@@H](C3)C(=O)N)C(N2)=O)C=C1 (2R,5'S)-6-fluoro-3-oxo-3,4-dihydrospiro[benzo[b][1,4]oxazine-2,3'-pyrrolidine]-5'-carboxamide hydrochloride